F[B-](F)(F)F.OCCC=1NC=C[N+]1C (2-hydroxyethyl)-3-methylimidazolium tetrafluoroborate